C1(CC1)C1=C(C=CC(=C1)C(F)(F)F)C=1CCCC2=C(C1C1=CC=C(C=C1)C=C1CN(C1)CCCF)C=CC(=C2)C(=O)O 8-(2-cyclopropyl-4-(trifluoromethyl)phenyl)-9-(4-((1-(3-fluoropropyl)azetidin-3-ylidene)methyl)phenyl)-6,7-dihydro-5H-benzo[7]annulene-3-carboxylic acid